P(=O)(OCN1N=CC(=C1)C=1SC=C(N1)C(NC=1C(=NN(C1)C1CC(C1)OCC)C1=NC=CC=C1)=O)([O-])[O-].[NH4+].[NH4+] ammonium (4-(4-((1-((1s,3s)-3-ethoxycyclobutyl)-3-(pyridin-2-yl)-1H-pyrazol-4-yl)carbamoyl)thiazol-2-yl)-1H-pyrazol-1-yl)methyl phosphate